(2-ethoxy-4-diethylaminophenyl)-3-(1-ethyl-2-methylindole-3-yl)-4,5,6,7-tetrachlorophthalide C(C)OC1=C(C=CC(=C1)N(CC)CC)C1(OC(=O)C2=C(C(=C(C(=C12)Cl)Cl)Cl)Cl)C1=C(N(C2=CC=CC=C12)CC)C